5-bromo-1,3-dimethyl-1H-pyrazolo[3,4-b]pyridine BrC=1C=C2C(=NC1)N(N=C2C)C